CC=1OC2=C(C1C(=O)O)C=C(C=C2)S(NCCC2=CC=CC=C2)(=O)=O 2-methyl-5-(N-phenethylsulfamoyl)benzofuran-3-carboxylic acid